tert-butyl 5-allyl-2,4-dioxopiperidine-1-carboxylate C(C=C)C1C(CC(N(C1)C(=O)OC(C)(C)C)=O)=O